1,3-didodecyl-2-methylimidazole chloride [Cl-].C(CCCCCCCCCCC)N1C(N(C=C1)CCCCCCCCCCCC)C